C([O-])([O-])=O.[Zn+2] zinc monocarbonate